C(C)(C)(C)C1=C(C=C(C(=C1)OC1=C(C=C(C=C1)N)C(F)(F)F)C(C)(C)C)OC1=C(C=C(C=C1)N)C(F)(F)F 2,5-di-tert-butyl-1,4-bis(2-trifluoromethyl-4-aminophenoxy)benzene